ClC1=NC=C(C(=N1)NC=1C=C2C(=CC(N(C2=CC1)C)=O)NC(C)(C)C1=NC=CC=N1)Cl 6-((2,5-dichloropyrimidin-4-yl)amino)-1-methyl-4-((2-(pyrimidin-2-yl)propan-2-yl)amino)quinolin-2(1H)-one